2-iodo-N-(2-methoxyphenyl)benzamide silver(I) hexafluoroantimonate F[Sb-](F)(F)(F)(F)F.[Ag+].IC1=C(C(=O)NC2=C(C=CC=C2)OC)C=CC=C1